N-(2-(3,3-difluoropyrrolidin-1-yl)-4-(2-fluoro-5-(methylcarbamoyl)-phenyl)pyridin-3-yl)-2-isopropylpyrimidine-5-carboxamide FC1(CN(CC1)C1=NC=CC(=C1NC(=O)C=1C=NC(=NC1)C(C)C)C1=C(C=CC(=C1)C(NC)=O)F)F